1-Methyl-1-hexylpiperidinium bis(pentafluoroethanesulfonyl)imide [N-](S(=O)(=O)C(F)(F)C(F)(F)F)S(=O)(=O)C(F)(F)C(F)(F)F.C[N+]1(CCCCC1)CCCCCC